Racemic-(2H-tetrazol-5-yl)methyl (1-((3-chloro-4-fluorophenyl)carbamoyl)-2-methyl-2,4,5,6-tetrahydrocyclopenta[c]pyrrol-4-yl)carbamate ClC=1C=C(C=CC1F)NC(=O)C=1N(C=C2C1CC[C@H]2NC(OCC=2N=NNN2)=O)C |r|